N-methyl-N-[(3R,4R)-4-methyl-1-benzyl-piperidin-3-yl]-7H-pyrrolo[2,3-D]pyrimidin-4-amine CN(C=1C2=C(N=CN1)NC=C2)[C@H]2CN(CC[C@H]2C)CC2=CC=CC=C2